2-[3-(morpholin-4-yl)pyrazol-1-yl]benzonitrile N1(CCOCC1)C1=NN(C=C1)C1=C(C#N)C=CC=C1